BrC=1C=C(C(=C(C1)[C@H](CC(=O)OCC)N[S@](=O)C(C)(C)C)F)Cl ethyl (3S)-3-(5-bromo-3-chloro-2-fluoro-phenyl)-3-[[(R)-tert-butylsulfinyl]amino]propanoate